(3R,5R)-3-((6-((S)-amino(4,4-difluorocyclohexyl)methyl)-3-(tetrahydro-2H-pyran-4-yl)imidazo[1,2-b][1,2,4]triazin-2-yl)methyl)-5-(trifluoromethyl)piperidin-2-one N[C@H](C=1N=C2N(N=C(C(=N2)C2CCOCC2)C[C@@H]2C(NC[C@@H](C2)C(F)(F)F)=O)C1)C1CCC(CC1)(F)F